dibromo-1-(3-{[tert-butyl-(dimethyl)silyl]oxy}-2,2-difluoropropyl)-1H-1,2,4-triazole BrC1=NC(=NN1CC(CO[Si](C)(C)C(C)(C)C)(F)F)Br